FC(CN1N=CC=2C1=NC(=CN2)N2CCC1(CCN(C1=O)C1=NC=CC(=C1)C(F)F)CC2)F 8-[1-(2,2-difluoroethyl)-1H-pyrazolo[3,4-b]pyrazin-6-yl]-2-[4-(difluoromethyl)pyridin-2-yl]-2,8-diazaspiro[4.5]decan-1-one